ClC1=NC=C(C(=N1)NC1=C(C(=CC=C1)C1=NN(N=C1)C)OC)C(CC([2H])([2H])[2H])=O 1-(2-Chloro-4-((2-methoxy-3-(2-methyl-2H-1,2,3-triazol-4-yl)phenyl)amino)pyrimidin-5-yl)propan-1-one-3,3,3-d3